N-(3-(5-bromo-1-methyl-1H-pyrazol-3-yl)phenyl)acrylamide BrC1=CC(=NN1C)C=1C=C(C=CC1)NC(C=C)=O